N1N=CC(=C1)C=1C=CC(=C(C1)O)C=1N=NC(=CC1)OC1CC(NC(C1)(C)C)(C)C 5-(1H-pyrazol-4-yl)-2-(6-((2,2,6,6-tetramethylpiperidin-4-yl)oxy)pyridazin-3-yl)phenol